FC=1C(=NC=C(C1C(=O)O)OC1=C(C=C(C=C1)OC(F)(F)F)C)C(F)(F)F 3-fluoro-5-[2-methyl-4-(trifluoromethoxy)phenoxy]-2-(trifluoromethyl)pyridine-4-carboxylic acid